BrCCC/C=C/C(OCC)OCC (2E)-6-bromo-1,1-diethoxy-2-hexene